C[C@@H]1NC(OC1=O)=O (S)-4-methyl-oxazolidine-2,5-dione